C(C)N1CC(C1)OC1=C(C(=CC=C1F)F)F 1-ethyl-3-(2,3,6-trifluorophenoxy)azetidine